FC1C(S(=O)(=O)CC1C)C 3-fluoro-2,4-dimethylsulfolane